C(C1=CC=CC=C1)O[C@H](C(=O)O)CCNC(=O)OCC1=CC=CC=C1 (2S)-2-benzyloxy-4-(benzyloxycarbonylamino)butanoic acid